N=1CNC=C2C=CC=CC12 3H-quinazolin